C1=CC(=C(C(=C1)C#N)C#N)C#N tricyanobenzene